C(C=C(CCC(=O)O)C(=O)O)C(=O)O 2-pentene-1,3,5-tricarboxylic acid